OC1=CC=C(C=C1)CC1C(OCCC1CC1=CC=C(C=C1)O)=O 3,4-bis[(4-hydroxyphenyl)methyl]oxan-2-one